BrC1=C(C=C2C(=C(C(N(C2=C1F)C=1C(=NC=CC1C)C(C)C)=O)C#N)Cl)Cl 7-bromo-4,6-dichloro-8-fluoro-1-(2-isopropyl-4-methylpyridin-3-yl)-2-oxo-1,2-dihydroquinoline-3-carbonitrile